FC1=CC=C(C=C1)C1=CC2=C(N=CN=C2NCC2=NC(=NO2)C(F)(F)F)N=C1 6-(4-fluorophenyl)-N-[[3-(trifluoromethyl)-1,2,4-oxadiazol-5-yl]methyl]pyrido[2,3-d]pyrimidin-4-amine